(R)-3-(tert-butyl)-N-(1-(2-methyl-4-(4,4,5,5-tetramethyl-1,3,2-dioxaborolan-2-yl)phenyl)ethyl)-1,2,4-oxadiazole-5-carboxamide C(C)(C)(C)C1=NOC(=N1)C(=O)N[C@H](C)C1=C(C=C(C=C1)B1OC(C(O1)(C)C)(C)C)C